4-[[(7R)-1-[2-[(1S)-1-(2,2-difluoro-1,3-benzodioxol-5-yl)ethoxy]-6-fluoro-4-pyridinyl]-3-(trifluoromethyl)-4,5,6,7-tetrahydroindazol-7-yl]oxy]cyclohexanecarboxylic acid FC1(OC2=C(O1)C=CC(=C2)[C@H](C)OC2=NC(=CC(=C2)N2N=C(C=1CCC[C@H](C21)OC2CCC(CC2)C(=O)O)C(F)(F)F)F)F